FC1=C(C(=C2C=CNC2=C1F)S(=O)(=O)C)OC1=C(C=C(C(=C1)C=1NC=C(N1)C1(CCOC2=CC=CC=C12)C)F)CN [2-[(6,7-difluoro-4-methylsulfonyl-1H-indol-5-yl)oxy]-5-fluoro-4-[4-(4-methylchroman-4-yl)-1H-imidazol-2-yl]phenyl]methanamine